CON(C(C(F)(F)F)=O)C N-methoxy-N-methyl-2,2,2-trifluoroacetamide